C(=O)(O)CC(C)N=NC(C(=O)O)C(C)C ((1-carboxypropan-2-yl)diazenyl)-3-methylbutanoic acid